(S)-4-(6-bromo-1,2,4-triazin-3-yl)-2-cyclopropylpiperazine-1-carboxylic acid tert-butyl ester C(C)(C)(C)OC(=O)N1[C@H](CN(CC1)C=1N=NC(=CN1)Br)C1CC1